tert-butyl (3R)-3-[[2-fluoro-4-(triazolo[4,5-b]pyridin-3-yl)benzoyl]-[2-(1-isobutyltriazol-4-yl)thieno[3,2-c]pyridin-4-yl]amino]piperidine-1-carboxylate FC1=C(C(=O)N([C@H]2CN(CCC2)C(=O)OC(C)(C)C)C2=NC=CC3=C2C=C(S3)C=3N=NN(C3)CC(C)C)C=CC(=C1)N1N=NC=3C1=NC=CC3